N1C(OC2(C3=C1N=CC=C3)CCNCC2)=O spiro[piperidine-4,4'-pyrido[2,3-d][1,3]oxazin]-2'(1'H)-one